1-((6-((5-bromo-2-chloropyrimidin-4-yl)amino)pyridin-2-yl)imino)tetrahydro-1H-1λ6-thiophene 1-oxide BrC=1C(=NC(=NC1)Cl)NC1=CC=CC(=N1)N=S1(CCCC1)=O